C(C1=CC=CC=C1)OC(=O)NCCC1=CC=C(C=C1)C=1CCN(CC1)C(=O)OC(C)(C)C tert-Butyl 4-(4-(2-(((benzyloxy)carbonyl)amino)ethyl)phenyl)-3,6-dihydropyridine-1(2H)-carboxylate